N-(1-methyl-3-(o-tolyl)-1H-pyrazol-5-yl)-5-(thiophen-2-yl)thieno[2,3-b]pyridine-2-carboxamide CN1N=C(C=C1NC(=O)C1=CC=2C(=NC=C(C2)C=2SC=CC2)S1)C1=C(C=CC=C1)C